[4-[(3S,4S)-3-hydroxypiperidine-4-carbonyl]piperazin-1-yl]-[2-methyl-4-[[3-[1-methyl-3-(trifluoromethyl)pyrazol-4-yl]imidazo[1,2-a]pyrazin-8-yl]amino]phenyl]methanone O[C@@H]1CNCC[C@@H]1C(=O)N1CCN(CC1)C(=O)C1=C(C=C(C=C1)NC=1C=2N(C=CN1)C(=CN2)C=2C(=NN(C2)C)C(F)(F)F)C